C(C(C)C)NC1=CC=C(C=C1)NC1=CC=CC=C1 N-isobutyl-N'-phenyl-p-phenylenediamine